ClC=1C=C2C(=CC(=NC2=C(C1)F)OCC=1N(CCC1)C)N1CCN(CC1)C(C(=C)F)=O 6-chloro-8-fluoro-4-(4-(2-fluoroacryloyl)piperazin-1-yl)-2-(((S)-1-methylpyrroline-2-yl)methoxy)quinolin